BrC1=CC=C2C(C(NC2=C1)=O)=C 6-bromo-3-methyleneindolone